N-(5-(3,4-difluorophenoxy)pyrazin-2-yl)-2-(3,3-dimethyl-4-(6-oxo-1,6-dihydropyridine-3-carbonyl)piperazin-1-yl)propanamide FC=1C=C(OC=2N=CC(=NC2)NC(C(C)N2CC(N(CC2)C(=O)C2=CNC(C=C2)=O)(C)C)=O)C=CC1F